(E)-3-(7-oxo-5,6,7,8-tetrahydro-1,8-naphthyridin-3-yl)acrylic acid hydrochloride Cl.O=C1CCC=2C=C(C=NC2N1)/C=C/C(=O)O